tert-butyl 2-(3-oxo-2,3-dihydro-[1,2,4]triazolo[4,3-a]pyridin-8-yl)acetate O=C1NN=C2N1C=CC=C2CC(=O)OC(C)(C)C